CC(C(=O)OCC)C(C)=O ethyl 2-methyl-3-oxo-butanoate